CC(=CCCC(=C)C1C(C1)C(=O)OCC)C ethyl 2-(6-methylhepta-1,5-dien-2-yl)cyclopropane-1-carboxylate